CC1(CN(C(CO1)C1=CC=C(C=C1)B1OC(C(O1)(C)C)(C)C)C(=O)OC(C)(C)C)C tert-Butyl 2,2-dimethyl-5-(4-(4,4,5,5-tetramethyl-1,3,2-dioxaborolan-2-yl)phenyl)morpholine-4-carboxylate